tin lead sulfide telluride [Pb](=S)=[Te].[Sn]